N(=C=O)CCC[Si](OC)(OC)OC (3-Isocyanatopropyl)(trimethoxy)silane